CC1=C(C2=C(N=N1)SC1=C2N=CN=C1N1CC(CC1)C(C)(C)O)C 2-[1-(3,4-dimethylpyrimidino[4',5':4,5]thieno[2,3-c]pyridazin-8-yl)pyrrolidin-3-yl]propan-2-ol